8-ethynyl-1,2,2-trimethyl-1,2-dihydroquinazoline C(#C)C=1C=CC=C2C=NC(N(C12)C)(C)C